imino(4-methoxypyridin-2-yl)(methyl)-lambda6-sulfanone N=S(=O)(C)C1=NC=CC(=C1)OC